C(#N)C=1C=C(C(=O)NC2=CC(=C(C=C2)C)[N+](=O)[O-])C=CC1C(F)(F)F 3-cyano-N-(4-methyl-3-nitrophenyl)-4-(trifluoromethyl)benzamide